9,9-bis[(2E)-2-hexen-1-yloxy]-7-nonynoic acid ethyl ester C(C)OC(CCCCCC#CC(OC\C=C\CCC)OC\C=C\CCC)=O